N1=C2C(=NC(=C1)N)NC=C2 5H-pyrrolo[2,3-b]pyrazin-3-amine